benzyl N-[(3R)-5-oxotetrahydrofuran-3-yl]carbamate O=C1C[C@H](CO1)NC(OCC1=CC=CC=C1)=O